4,4,4-Trifluoro-1-(4-methoxyphenyl)butan-1,3-dion FC(C(CC(=O)C1=CC=C(C=C1)OC)=O)(F)F